NC1=NC=NN2C1=C(C=C2[C@H]2CN(CC2)C(C=C)=O)C#CC2=C(C(=NC(=C2F)OC)OC)F (R)-1-(3-(4-amino-5-((3,5-difluoro-2,6-dimethoxypyridin-4-yl)ethynyl)pyrrolo[2,1-f][1,2,4]triazin-7-yl)pyrrolidin-1-yl)prop-2-en-1-one